ClC1=C(C=2N=C(N=C(C2C=N1)N1CC2CCC(C1)N2C(=O)[O-])OCCC21CCC(CC2)(CC1)CCO)F 3-(7-chloro-8-fluoro-2-(2-(4-(2-hydroxyethyl) bicyclo[2.2.2]oct-1-yl) ethoxy) pyrido[4,3-d]pyrimidin-4-yl)-3,8-diazabicyclo[3.2.1]octane-8-carboxylate